BrCC(=O)NC1=C(C=C(C=C1)C(F)(F)F)C 2-Bromo-N-(2-methyl-4-(trifluoromethyl)phenyl)acetamide